[5-FLUORO-2-(PYRIMIDIN-2-YLMETHOXY)PHENYL]BORANEDIOL FC=1C=CC(=C(C1)B(O)O)OCC1=NC=CC=N1